N1C=NC(=C1)CCCN1C(=NN=C1CCC1=CC=CC=C1)SCC1=CC=CC=C1 4-(3-(1H-imidazol-4-yl)propyl)-3-(benzylthio)-5-phenethyl-4H-1,2,4-triazole